FC(C1=NN=C(O1)C1=CC(=C(CN(S(=O)(=O)C)C2=C(C=CC=C2)C(F)(F)F)C=C1)F)F N-(4-(5-(difluoromethyl)-1,3,4-oxadiazol-2-yl)-2-fluorobenzyl)-N-(2-(trifluoromethyl)phenyl)methanesulfonamide